2-(8-methoxy-naphthalen-1-yl)acetaldehyde COC=1C=CC=C2C=CC=C(C12)CC=O